FC=1C=C(C=CC1C(F)(F)F)C1=NOC(=N1)C1=CC=C(C=C1)C1(COC1)O 3-(4-(3-(3-fluoro-4-(trifluoromethyl)phenyl)-1,2,4-oxadiazol-5-yl)phenyl)oxetan-3-ol